CC1=CC=CC(=N1)C1=NC=CC(=N1)NC1=NC(=NC=C1)NC1=CC=C(C=C1)N1CCNCC1 N4-(2-(6-methylpyridin-2-yl)pyrimidin-4-yl)-N2-(4-(piperazin-1-yl)phenyl)pyrimidine-2,4-diamine